N-ethyl-4-nonadecyl-N-octadecyl-anilinium tetrakis(perfluoronaphthalen-2-yl)borate FC1=C(C(=C(C2=C(C(=C(C(=C12)F)F)F)F)F)F)[B-](C1=C(C2=C(C(=C(C(=C2C(=C1F)F)F)F)F)F)F)(C1=C(C2=C(C(=C(C(=C2C(=C1F)F)F)F)F)F)F)C1=C(C2=C(C(=C(C(=C2C(=C1F)F)F)F)F)F)F.C(C)[NH+](C1=CC=C(C=C1)CCCCCCCCCCCCCCCCCCC)CCCCCCCCCCCCCCCCCC